1-((1H-indazol-4-yl)methyl)-5-bromo-N-methyl-2-oxo-1,2-dihydropyridine-3-Formamide N1N=CC2=C(C=CC=C12)CN1C(C(=CC(=C1)Br)C(=O)NC)=O